Methyl (2R,3S,3aR,6aR)-2-(hydroxymethyl)-3-((4-methoxybenzyl)amino)-hexahydrocyclopenta[b]pyrrole-1(2H)-carboxylate OC[C@H]1[C@H]([C@@H]2[C@H](N1C(=O)OC)CCC2)NCC2=CC=C(C=C2)OC